(R)-4-((2-(((5-fluoropyridin-2-yl)(1-methylcyclopentyl)methyl)amino)-3,4-dioxocyclobut-1-en-1-yl)amino)-3-hydroxy-N,N-dimethylpicolinamide FC=1C=CC(=NC1)[C@@H](C1(CCCC1)C)NC1=C(C(C1=O)=O)NC1=C(C(=NC=C1)C(=O)N(C)C)O